COC=1C=C2CCN3C(C2=CC1OC)=CC(=NC3=O)N(C(CNC(C3=CC=CC=C3)=O)C)C3=C(C=C(C=C3C)C)C N-[2-({9,10-dimethoxy-4-oxo-6h,7h-pyrimido[4,3-a]isoquinolin-2-yl}(2,4,6-trimethylphenyl)amino)propyl]benzamide